FC1=CC(=CC2=C1N=C(O2)COC)NC(=O)C2=CC=C(C1=CN(N=C21)C)N2CCNCC2 N-[4-fluoro-2-(methoxymethyl)-1,3-benzoxazol-6-yl]-2-methyl-4-(piperazin-1-yl)indazole-7-carboxamide